F[B-](F)(F)F.C1(=C(C=CC=C1)P(C1=C(C=CC=C1)C)C1=C(C=CC=C1)C)C tri(o-tolyl)phosphine tetrafluoroborate